1-(2-(1H-indol-3-yl)ethyl)-2-((tetrahydro-2H-pyran-4-yl)methyl)-1,2,3,4-Tetrahydroisoquinoline N1C=C(C2=CC=CC=C12)CCC1N(CCC2=CC=CC=C12)CC1CCOCC1